C1C(=O)NC(=O)O1 oxazolidinedione